C(CCCCCCC\C=C/CCCC)(=O)OCCCCCCCCCCCCCCCCCCCCCCCCCCCCC nonacosyl myristoleate